1-(1-Methyl-1H-tetrazol-5-yl)-1,3-dihydro-2H-benzo[d]imidazole-2-thione CN1N=NN=C1N1C(NC2=C1C=CC=C2)=S